4,4-difluoro-2,2-dimethylpiperidine-1-carboxylic acid tert-butyl ester C(C)(C)(C)OC(=O)N1C(CC(CC1)(F)F)(C)C